FC1(CN(CC[C@H]1NC1=NN2C(C(=N1)OC([2H])([2H])[2H])=C(C(=C2)F)C=2C=CC1=C(N(N=N1)CC(F)(F)F)C2)C(C([2H])([2H])[2H])=O)F (R)-1-(3,3-difluoro-4-((6-fluoro-4-(methoxy-d3)-5-(1-(2,2,2-trifluoroethyl)-1H-benzo[d][1,2,3]triazol-6-yl)pyrrolo[2,1-f][1,2,4]triazin-2-yl)amino)piperidin-1-yl)ethan-1-one-2,2,2-d3